C(C1=CC=CC=C1)(C1=CC=CC=C1)C1(NC=C(C=C1N)C1=CC=C(C=C1)OC)N 2-benzhydryl-5-(4-methoxyphenyl)pyridine-2,3-diamine